ClC=1C=C2C=C(NC2=CC1OCC1=CC(=NO1)C)CNC(=O)N1CCC1 N-((5-chloro-6-((3-methylisoxazol-5-yl)methoxy)-1H-indol-2-yl)methyl)azetidine-1-carboxamide